FC1=C(C2=C(CCO2)C=C1NC1=NC(=CC(=N1)NC)C)C=1CC[C@H](NCC1)CF |o1:23| N2-[6-fluoro-7-[rel-(2S)-2-(fluoromethyl)-2,3,4,7-tetrahydro-1H-azepin-5-yl]-2,3-dihydrobenzofuran-5-yl]-N4,6-dimethyl-pyrimidine-2,4-diamine